Nickel(II) acetat C(C)(=O)[O-].[Ni+2].C(C)(=O)[O-]